C(C)(C)(C)C1=CN=C2N1C=C(C=C2)B(O)O (3-(tert-butyl)imidazo[1,2-a]pyridin-6-yl)boronic acid